O=C1N(CCC(N1)=O)C1=CC=C(C=C1)N1CCC(CC1)CN1CCN(CC1)C(=O)OC(C)(C)C tert-butyl 4-((1-(4-(2,4-dioxotetrahydropyrimidin-1(2H)-yl)phenyl)piperidin-4-yl)methyl)piperazine-1-carboxylate